C(CCC)O[C@@H]1CC[C@H](CC1)NC(=O)C1=COC2=C1C(N(C=C2C)C)=O N-(trans-4-butoxycyclohexyl)-5,7-dimethyl-4-oxo-4,5-dihydrofuro[3,2-c]pyridine-3-carboxamide